C(C)OC(=O)C1=C(NC(=C(C1)C(=O)OCC)C)C.C(#N)N1C[C@@H](CC1)NC(C1=CC(=C(C=C1)C=1C=NN(C1)C)OC)=O (R)-N-(1-cyanopyrrolidin-3-yl)-3-methoxy-4-(1-methyl-1H-pyrazol-4-yl)benzamide diethyl-1,4-dihydro-2,6-dimethyl-3,5-pyridinedicarboxylate